6-[3-(5-chloro-2,4-difluoro-phenyl)-1H-pyrazol-4-yl]-N-[2-(2,2-dimethylpyrrolidin-1-yl)ethyl]-1,5-naphthyridin-3-amine ClC=1C(=CC(=C(C1)C1=NNC=C1C=1N=C2C=C(C=NC2=CC1)NCCN1C(CCC1)(C)C)F)F